2-chloro-7-{2-phenyl-5-[4-(trifluoromethyl)phenyl]-1,3-oxazol-4-yl}-5,6,7,8-tetrahydro-1,7-naphthyridin-8-one ClC1=NC=2C(N(CCC2C=C1)C=1N=C(OC1C1=CC=C(C=C1)C(F)(F)F)C1=CC=CC=C1)=O